dihydro-1,5-naphthyridine N1CC=CC2=NC=CC=C12